6-bromo-N-((4r,5s,7r,8r,9s,10r)-8,10-dihydroxy-7-(hydroxymethyl)-9-(4-(3,4,5-trifluorophenyl)-1H-1,2,3-triazol-1-yl)-1,6-dioxaspiro[4.5]decan-4-yl)-2-methylquinoline-4-carboxamide BrC=1C=C2C(=CC(=NC2=CC1)C)C(=O)N[C@@H]1CCO[C@]12O[C@@H]([C@@H]([C@@H]([C@H]2O)N2N=NC(=C2)C2=CC(=C(C(=C2)F)F)F)O)CO